FC1=CC=C(C=C1)C1=NN(C=C1C=1C=2N(N=CC1)C=C(N2)CNC(C)=O)C N-([8-[3-(4-fluorophenyl)-1-methylpyrazol-4-yl]imidazo[1,2-b]pyridazin-2-yl]methyl)acetamide